OC1=C(C=CC(=C1)OC(C(=O)OCC(CCCC)OCC)C)C1=NC(=NC(=N1)C1=C(C=C(C=C1)OC(C(OCC(CCCC)OCC)=O)C)O)C1=C(C=C(C=C1)OC(C(OCC(CCCC)OCC)=O)C)O 2,4,6-tris(2-hydroxyl-4-(1-(2-ethoxyhexyloxy)-1-oxopropan-2-yloxy)phenyl)-1,3,5-triazine